3-(3,5-di-tert-butyl-4-hydroxyphenyl)propionic acid 1-Acetylpiperidin-4-yl-methanesulfonate C(C)(=O)N1CCC(CC1)CS(=O)(=O)O.C(C)(C)(C)C=1C=C(C=C(C1O)C(C)(C)C)CCC(=O)O